C(CCCCCCC(C)(C)C)(=O)OCC ethyl neoundecanoate